FC1(CCC(CC1)C1=NC=NC(=C1NC(OC(C)(C)C)=O)C1=NC=CC=C1F)F tert-butyl (4-(4,4-difluorocyclohexyl)-6-(3-fluoropyridin-2-yl)pyrimidin-5-yl)carbamate